2-(pyridin-2-yl)benzo[d][1,2]selenazol-3(2H)-one N1=C(C=CC=C1)N1[Se]C2=C(C1=O)C=CC=C2